Cis-2-hexyl acetate C(C)(=O)OC(C)CCCC